N,N-dimethyl-[1,1'-biphenyl]-4-carboxamide CN(C(=O)C1=CC=C(C=C1)C1=CC=CC=C1)C